C1(=CC=CC=C1)[Si]1(O[Si](O[SiH](O1)C1=CC=CC=C1)(C1=CC=CC=C1)C1=CC=CC=C1)C1=CC=CC=C1 2,2,4,6,6-pentaphenyl-cyclotrisiloxane